FC=1C(=C(C=CC1F)C(=O)N1CC(C1)(O)CNCCSC)NC1=C(C=C(C=C1)I)F 1-({3,4-difluoro-2-[(2-fluoro-4-iodophenyl)amino]phenyl}carbonyl)-3-({[2-(methylthio)ethyl]amino}methyl)azetidin-3-ol